4-(6-(6-(4-bromothiophen-2-yl)pyrazin-2-yl)-2H-indazol-2-yl)methylpiperidine BrC=1C=C(SC1)C1=CN=CC(=N1)C=1C=CC2=CN(N=C2C1)CC1CCNCC1